propane trimyristate C(CCCCCCCCCCCCC)(=O)O.C(CCCCCCCCCCCCC)(=O)O.C(CCCCCCCCCCCCC)(=O)O.CCC